C(C)(C)(C)OC(=O)N1C[C@@H]2[C@H](C1)CC(=C2)C2=CC=C(C=C2)CN2C=CC1=CC(=CC=C21)N2N=C(C=C2C)C(N)=O rac-(cis)-5-(4-((5-(3-carbamoyl-5-methyl-1H-pyrazol-1-yl)-1H-indol-1-yl)methyl)phenyl)-3,3a,4,6a-tetrahydrocyclopenta[c]pyrrole-2(1H)-carboxylic acid tert-butyl ester